3-(5-(((1S,2S)-2-(((4-methoxycyclohexyl)methyl)amino)cyclopentyl)oxy)-1-oxoisoindolin-2-yl)piperidine-2,6-dione COC1CCC(CC1)CN[C@@H]1[C@H](CCC1)OC=1C=C2CN(C(C2=CC1)=O)C1C(NC(CC1)=O)=O